N1=CC=C(C=C1)C=1N=C(C2=C(N1)C=NC=C2)N2CCC1(CCN(C1)[C@@H]1[C@H](CCC1)O)CC2 (1S,2S)-2-(8-(2-(pyridin-4-yl)pyrido[3,4-d]pyrimidin-4-yl)-2,8-diazaspiro[4.5]decan-2-yl)cyclopentanol